CC(CC(=O)OCC(C)C)CC(=O)[O-] isobutyl 3-methylglutarate